6-[[2-chloro-5-(1-ethoxyvinyl)pyrimidin-4-yl]amino]-4,4-dimethyl-2,3-dihydroisoquinolin-1-one ClC1=NC=C(C(=N1)NC=1C=C2C(CNC(C2=CC1)=O)(C)C)C(=C)OCC